N-cyclopropyl-5-(4-((7-ethyl-6-oxo-5,6-dihydro-1,5-naphthyridin-3-yl)methyl)piperazine-1-yl)picoline imine C1(CC1)N1C(C=CC(=C1)N1CCN(CC1)CC=1C=NC=2C=C(C(NC2C1)=N)CC)C